N-(Pyridin-2-ylmethyl)thiophen-2-amine N1=C(C=CC=C1)CNC=1SC=CC1